2-(4-methylpiperazin-1-yl)-N-(1-methylpiperidin-4-yl)-7-(3-(pyrrolidin-1-yl)propyl)-7H-pyrrolo[2,3-d]pyrimidin-4-amine CN1CCN(CC1)C=1N=C(C2=C(N1)N(C=C2)CCCN2CCCC2)NC2CCN(CC2)C